COC(CC(=O)C=1SC=C(C1)C1=CN(C2=C(C=CC=C12)F)C(=O)OC(C)(C)C)=O 3-(4-(7-fluoro-1-Boc-1H-indol-3-yl)thiophen-2-yl)-3-oxopropanoic acid methyl ester